(E)-3-(6-aminopyridin-3-yl)-N-((5-(5-(4-chloropiperidine-1-carbonyl)pyridin-2-yl)-7-(trifluoromethyl)benzofuran-2-yl)methyl)acrylamide NC1=CC=C(C=N1)/C=C/C(=O)NCC=1OC2=C(C1)C=C(C=C2C(F)(F)F)C2=NC=C(C=C2)C(=O)N2CCC(CC2)Cl